9-(2-Fluorophenyl)-3-methyl-13-(morpholine-4-carbonyl)-16-thia-2,4,5,8-tetraazatetracyclo[8.6.0.02,6.011,15]-hexadeca-1(10),3,5,8,11(15)-pentaene FC1=C(C=CC=C1)C1=NCC2=NN=C(N2C=2SC=3CC(CC3C12)C(=O)N1CCOCC1)C